4-(3-(2-methoxyphenyl)propyl)-2-(1H-pyrrolo[3,2-c]pyridin-3-yl)morpholine COC1=C(C=CC=C1)CCCN1CC(OCC1)C1=CNC2=C1C=NC=C2